CS(=O)(=O)OC1CCC1 cyclobutyl methanesulfonate